(1S,2S)-2-fluoro-N-(4-(6-((R)-1-hydroxybutyl)-4-methylpyridin-3-yl)imidazo[1,2-a][1,6]naphthyridin-8-yl)cyclopropane-1-carboxamide F[C@@H]1[C@@H](C1)C(=O)NC1=NC=C2C=C(C=3N(C2=C1)C=CN3)C=3C=NC(=CC3C)[C@@H](CCC)O